COCCC=1SC=CC1 (2-methoxyethyl)thiophene